C(C(C)C)C1=CC=C(C=C1)C(C(=O)CS(=O)(=O)N)C 2-(4-isobutylphenyl)propionyl-methanesulfonamide